Perfluorophenyl (R,E)-3-(2,2,5,5-tetramethyl-1,3-dioxane-4-carboxamido)acrylate CC1(OCC([C@@H](O1)C(=O)N/C=C/C(=O)OC1=C(C(=C(C(=C1F)F)F)F)F)(C)C)C